diketopyrrolopyrrole boron [B].O=C1C(N=C2C=CN=C21)=O